FC1=CC=C(OCCCC(=O)NCC(=O)N2CC3(OCCO3)C[C@H]2C(=O)OC)C=C1 methyl (S)-7-((4-(4-fluorophenoxy)butanoyl)glycyl)-1,4-dioxa-7-azaspiro[4.4]nonane-8-carboxylate